1-((1S,2aS,2bR,4aS,6R,8aS,8bR,10aS)-6-hydroxy-6,10a-dimethylhexadecahydrocyclobuta[a]phenanthren-1-yl)ethan-1-one O[C@@]1(CC[C@@H]2[C@H]3CC[C@]4([C@H]([C@@H]3CC[C@H]2C1)C[C@@H]4C(C)=O)C)C